5-{2-amino-[1,2,4]triazolo[1,5-a]pyridin-7-yl}-2-ethoxy-N-{[2-(propan-2-ylsulfanyl)phenyl]methyl}pyridine-3-carboxamide NC1=NN2C(C=C(C=C2)C=2C=C(C(=NC2)OCC)C(=O)NCC2=C(C=CC=C2)SC(C)C)=N1